5-benzyl-N-(4-(5-(1-hydroxy-4-methoxybutyl)-2-methylphenyl)pyridin-2-yl)-4H-1,2,4-triazole-3-carboxamide C(C1=CC=CC=C1)C=1NC(=NN1)C(=O)NC1=NC=CC(=C1)C1=C(C=CC(=C1)C(CCCOC)O)C